NC([C@H](CCC(=O)OC(C)(C)C)N1C(C2=CC=C(C=C2C1)O[C@@H]1CN(CC1)CC=1C=C2C=CC(=NC2=C(C1)F)C1CCOCC1)=O)=O tert-butyl (S)-5-amino-4-(5-(((S)-1-((8-fluoro-2-(tetrahydro-2H-pyran-4-yl)quinolin-6-yl)methyl)pyrrolidin-3-yl)oxy)-1-oxoisoindolin-2-yl)-5-oxopentanoate